(tert-butyl)-terphenyl C(C)(C)(C)C1=C(C=CC=C1)C=1C(=CC=CC1)C1=CC=CC=C1